COC=1C=C(C=CC1C=1C=C2C(=NC1)NC=C2)NC(=O)C=2C=NC=NC2 N-(3-methoxy-4-(1H-pyrrolo[2,3-b]pyridin-5-yl)phenyl)pyrimidine-5-carboxamide